6-Chloro-3-[1-[3,6-dimethyl-4-oxo-2-(2-pyridyl)chromen-8-yl]ethylamino]pyridine-2-carboxylic acid ClC1=CC=C(C(=N1)C(=O)O)NC(C)C=1C=C(C=C2C(C(=C(OC12)C1=NC=CC=C1)C)=O)C